4-[(piperidin-4-yl)methyl]benzonitrile hydrogen chloride salt Cl.N1CCC(CC1)CC1=CC=C(C#N)C=C1